NC([C@H](CCC(=O)OC(C)(C)C)N1C(C2=CC(=C(C=C2C1)Br)C)=O)=O tert-butyl (S)-5-amino-4-(5-bromo-6-methyl-1-oxoisoindolin-2-yl)-5-oxopentanoate